N-[(2-bromo-5-fluoro-phenyl)thiocarbamoyl]benzamide BrC1=C(C=C(C=C1)F)NC(=S)NC(C1=CC=CC=C1)=O